(2S)-2-amino-2-cyclopropyl-acetic acid N[C@H](C(=O)O)C1CC1